2-(4-(4-(aminomethyl)-1-oxo-1,2-dihydrophthalazin-6-yl)-1-methyl-1H-pyrazol-5-yl)-4-chloro-6-(6,6-difluoro-2-azaspiro[3.3]heptan-2-yl)-3-fluorobenzonitrile NCC1=NNC(C2=CC=C(C=C12)C=1C=NN(C1C1=C(C#N)C(=CC(=C1F)Cl)N1CC2(C1)CC(C2)(F)F)C)=O